ClC1=CC=C(C=C1)NC(=O)C1=NC2=C(N1)C=CC=C2 N-(4-chlorophenyl)-1H-benzo[D]imidazole-2-formamide